Ethyl (3S)-3-[[(S)-tert-butylsulfinyl]amino]-2,2-difluoro-3-(4-fluorophenyl)propanoate C(C)(C)(C)[S@](=O)N[C@H](C(C(=O)OCC)(F)F)C1=CC=C(C=C1)F